The molecule is a steroid glucosiduronic acid that is 5alpha-dihydrotestosterone having a single beta-D-glucuronic acid residue attached at position 17. It has a role as a human urinary metabolite. It is a steroid glucosiduronic acid and a 3-oxo-5alpha-steroid. It derives from a 17beta-hydroxy-5alpha-androstan-3-one. It is a conjugate acid of a 5alpha-dihydrotestosterone 17-O-(beta-D-glucuronide)(1-). C[C@]12CCC(=O)C[C@@H]1CC[C@@H]3[C@@H]2CC[C@]4([C@H]3CC[C@@H]4O[C@H]5[C@@H]([C@H]([C@@H]([C@H](O5)C(=O)O)O)O)O)C